NCCCC (R)-1-aminobutan